BrC1=C(N(C(=N1)C(C)C)C)C=1C=NC=NC1 5-(5-bromo-2-isopropyl-3-methyl-imidazol-4-yl)pyrimidine